COC=1SC(=C(C1)[N+](=O)[O-])N1[NH2+]C(=NN1C1=C(C=C(S1)OC)[N+](=O)[O-])C(=O)NC1=CC=CC=C1 2,3-bis[2-methoxy-4-nitro-5-thiophenyl]-2H-tetrazolium-5-carboxanilide